3-(5-((1-(4-(5-((1r,3r)-3-((5-(5-methyl-5H-pyrido[4,3-b]indol-7-yl)pyridin-2-yl)oxy)cyclobutoxy)pyridin-2-yl)but-3-yn-1-yl)azetidin-3-yl)oxy)-1-oxoisoindolin-2-yl)piperidine-2,6-dione CN1C2=C(C=3C=CC(=CC13)C=1C=CC(=NC1)OC1CC(C1)OC=1C=CC(=NC1)C#CCCN1CC(C1)OC=1C=C3CN(C(C3=CC1)=O)C1C(NC(CC1)=O)=O)C=NC=C2